ClC1=C(CC2=NC3=C(N2[C@@H]2COCC2(C)C)C=C(C=C3)C(=O)O)C=C(C(=C1)C1=NC(=CC=C1)OCC=1C=NC(=CC1Cl)N1N=NC=C1)C (S)-2-(2-chloro-4-(6-((4-chloro-6-(1H-1,2,3-triazol-1-yl)pyridin-3-yl)methoxy)pyridin-2-yl)-5-methylbenzyl)-1-(4,4-dimethyltetrahydrofuran-3-yl)-1H-benzo[d]imidazole-6-carboxylic acid